The molecule is a cardenolide glycoside in which the 3beta-hydroxy group of digitoxigenin carries a 2,6-dideoxy-beta-D-ribo-hexopyranosyl-(1->4)-2,6-dideoxy-beta-D-ribo-hexopyranosyl-(1->4)-2,6-dideoxy-beta-D-ribo-hexopyranosyl trisaccharide chain. It has a role as an EC 3.6.3.9 (Na(+)/K(+)-transporting ATPase) inhibitor. It derives from a digitoxigenin. It is a conjugate acid of a digitoxin(1-). C[C@@H]1[C@H]([C@H](C[C@@H](O1)O[C@@H]2[C@H](O[C@H](C[C@@H]2O)O[C@@H]3[C@H](O[C@H](C[C@@H]3O)O[C@H]4CC[C@]5([C@@H](C4)CC[C@@H]6[C@@H]5CC[C@]7([C@@]6(CC[C@@H]7C8=CC(=O)OC8)O)C)C)C)C)O)O